C(C)(C)(C)C(CCN)N 1-(tert-butyl)propane-1,3-diamine